The molecule is an aminonicotinic acid in which the amino group is situated at position 4 of the pyridine ring. It has a role as a metabolite. It is an aromatic amine, an aminopyridine and an aminonicotinic acid. It derives from a 4-aminopyridine and a nicotinic acid. C1=CN=CC(=C1N)C(=O)O